ClCC1=CC=CC(=N1)C#N 6-(chloromethyl)-2-pyridinecarbonitrile